Methyl 2-(1H-pyrrol-1-yl)-3-(3-(((4-(trifluoromethoxy)phenyl)carbamoyl) oxy)azetidin-1-yl)benzoate N1(C=CC=C1)C1=C(C(=O)OC)C=CC=C1N1CC(C1)OC(NC1=CC=C(C=C1)OC(F)(F)F)=O